tris[4-(4-acetylphenylthio)phenyl]sulfonium tetrakis(pentafluorophenyl)borate FC1=C(C(=C(C(=C1[B-](C1=C(C(=C(C(=C1F)F)F)F)F)(C1=C(C(=C(C(=C1F)F)F)F)F)C1=C(C(=C(C(=C1F)F)F)F)F)F)F)F)F.C(C)(=O)C1=CC=C(C=C1)SC1=CC=C(C=C1)[S+](C1=CC=C(C=C1)SC1=CC=C(C=C1)C(C)=O)C1=CC=C(C=C1)SC1=CC=C(C=C1)C(C)=O